2-(1-(3-(2-fluorophenyl)-1-methyl-1H-indazole-7-carbonyl)piperidin-4-yl)isoindolin-1-one FC1=C(C=CC=C1)C1=NN(C2=C(C=CC=C12)C(=O)N1CCC(CC1)N1C(C2=CC=CC=C2C1)=O)C